CN1N=NC2=C1C=CC(=C2)OC2=C(C=C(C=C2)[N+](=O)[O-])C 1-methyl-5-(2-methyl-4-nitrophenoxy)-1H-benzo[d][1,2,3]triazole